(S)-3-((3-((1r,4S)-4-(4-(1-(3-amino-6-(2-hydroxyphenyl)pyridazin-4-yl)-1H-pyrazol-4-yl)piperazin-1-yl)cyclohexyl)phenyl)(methyl)amino)piperidine-2,6-dione NC=1N=NC(=CC1N1N=CC(=C1)N1CCN(CC1)C1CCC(CC1)C=1C=C(C=CC1)N([C@@H]1C(NC(CC1)=O)=O)C)C1=C(C=CC=C1)O